ClC=1C=C(C=CC1)C1=C(C(=CC=C1)C[C@@H]1N(CC([C@@H]1NS(=O)(=O)CC)(F)F)C(=O)C1CC1)F N-[(2S,3R)-2-[(3'-chloro-2-fluoro[1,1'-biphenyl]-3-yl)methyl]-1-(cyclopropanecarbonyl)-4,4-difluoropyrrolidin-3-yl]ethanesulfonamide